C[C@H]1O[C@H](CCC1)C (2R,4R,6S)-2,6-DIMETHYLOXAN